(1,7-naphthyridin-8-yl)piperidin N1=CC=CC2=CC=NC(=C12)N1CCCCC1